BrC=1C(=NC(=NC1)NC1=C(C=C(C(=C1)C=1C=NN(C1)C)N1CCC(CC1)N1CCNCC1)OC1CCC1)NC1=C(C=CC=C1)P(C)(C)=O (2-((5-bromo-2-((2-cyclobutyloxy-5-(1-methyl-1H-pyrazol-4-yl)-4-(4-(piperazin-1-yl)piperidin-1-yl)phenyl)amino)pyrimidin-4-yl)amino)phenyl)dimethylphosphine oxide